FC=1C=C2C(=C(/C(/C2=CC1)=C/C1=CC(=CC=C1)OCC1=CC=CC=C1)C)CC(=O)O 2-[(1Z)-5-Fluoro-1-(3-(benzyloxy)benzylidene)-2-methyl-1H-inden-3-yl]-acetic acid